N-((1H-indol-4-yl)methyl)-2-ethynylthiazole-4-carboxamide N1C=CC2=C(C=CC=C12)CNC(=O)C=1N=C(SC1)C#C